COC=1C=C(C=CC1OC)CC(=O)C1=CC(=C(C(=C1)OC)OC)OC (3,4-dimethoxyphenyl)-1-(3,4,5-trimethoxyphenyl)ethan-1-one